C1(=CC=CC=C1)C1OC2=CC=CC=C2C(C1)=O 2,3-dihydro-2-phenylchromen-4-one